COC(NC=1N=C(C2=C(N1)C(=NN2CC2=C(C=C(C=C2)CCl)OC)C)NCCCC)=O (7-(butylamino)-1-(4-(chloromethyl)-2-methoxybenzyl)-3-methyl-1H-pyrazolo[4,3-d]Pyrimidin-5-yl)carbamic acid methyl ester